CC1(CCN(CC1)C=1OC2=C(C=C(C=C2C(C1C)=O)C)C(C)NC1=C(C(=CC=C1)F)B(O)O)C (2-((1-(2-(4,4-dimethylpiperidin-1-yl)-3,6-dimethyl-4-oxo-4H-chromen-8-yl)ethyl)amino)-6-fluorophenyl)boronic acid